BrC=1C=C2CCC(C2=C(C1)C)O 5-bromo-7-methyl-2,3-dihydro-1H-inden-1-ol